7-Bromo-N-[(4S)-3,4-dihydro-2H-chromen-4-yl]-3-isopropyl-6-methylpyrazolo[5,1-b][1,3]thiazole-2-carboxamide BrC=1C(=NN2C1SC(=C2C(C)C)C(=O)N[C@H]2CCOC1=CC=CC=C21)C